N=1N=CN(C1)C1=CC(=C2C=NNC2=C1)NCCOCCCCNCC=1C=C(OCCO)C=C(C1)OC(F)(F)F 2-(3-(((4-(2-((6-(4H-1,2,4-triazol-4-yl)-1H-indazol-4-yl)amino)ethoxy)butyl)amino)methyl)-5-(trifluoromethoxy)phenoxy)ethanol